ClC1=NC(=NC=C1Cl)N1C[C@H](C(CC1)(F)F)C (R)-4,5-dichloro-2-(4,4-difluoro-3-methylpiperidin-1-yl)pyrimidine